8-Bromo-7-fluoro-4-[4-(methoxycarbonyl)tetrahydro-2H-pyran-4-yl]quinoline-3-carboxylic acid ethyl ester C(C)OC(=O)C=1C=NC2=C(C(=CC=C2C1C1(CCOCC1)C(=O)OC)F)Br